C1(CC1)C1=CC=NN1 5-cyclopropyl-1H-pyrazole